COC1=CC=C(C=C1)C1=NN(C=N1)C1=CC=C(C=C1)OC(F)(F)F 3-(4-methoxyphenyl)-1-(4-(trifluoromethoxy)phenyl)-1H-1,2,4-triazole